BrC1=C(C(=C2C=CC=CC2=C1)C1=CC=CC2=CC=CC=C12)N bromo-binaphthyl-amine